C(C)(C)(C)OC(NCCCNC(C)C1=CNC(C2=CC=CC=C12)=O)=O (3-((1-(1-Oxo-1,2-dihydroisoquinolin-4-yl)ethyl)amino)propyl)carbamic acid tert-butyl ester